ClC=1N=C(C=2NC=3C=CC(=CC3C2N1)C(F)(F)F)NCCCP(OCC)(OCC)=O Diethyl (3-((2-chloro-8-(trifluoromethyl)-5H-pyrimido[5,4-b]indol-4-yl)amino)propyl)phosphonate